NCCC=1C=NC(=NC1)C1=C(C=C(C#N)C=C1)C(=O)C1=C(N=C(S1)N1CCOCC1)C(F)(F)F 4-[5-(2-aminoethyl)pyrimidin-2-yl]-3-[2-morpholin-4-yl-4-(trifluoromethyl)-1,3-thiazole-5-carbonyl]benzonitrile